4-cyano-N-(1-(4-(6-cyclopropylpyridin-3-yl)phenyl)cyclobutyl)benzamide C(#N)C1=CC=C(C(=O)NC2(CCC2)C2=CC=C(C=C2)C=2C=NC(=CC2)C2CC2)C=C1